OC1(COC1)C1=CC=C(C=C1)C(=O)N1CC(CCC1)OC1=CC=C(C=C1)C(F)(F)F (4-(3-hydroxyoxetan-3-yl)phenyl)(3-(4-(trifluoromethyl)phenoxy)piperidin-1-yl)methanone